(S)-3-(5-ethylamino-4-cyano-3-((3,5-dimethoxyphenyl)ethynyl)-1H-pyrazol-1-yl)pyrrolidine-1-carboxylic acid tert-butyl ester C(C)(C)(C)OC(=O)N1C[C@H](CC1)N1N=C(C(=C1NCC)C#N)C#CC1=CC(=CC(=C1)OC)OC